ClC1=CC=C(C(=N1)S(=O)(=O)OC1=C(C(=C(C(=C1F)F)F)F)F)O[C@H](C)C=1C=C(C=C2C(C(=C(OC12)C1C(C1)C(=O)OCC)C)=O)C ethyl 2-[8-[(1R)-1-[6-Chloro-2-(2,3,4,5,6-pentafluorophenoxy)sulfonyl-3-pyridyl]oxylethyl]-3,6-dimethyl-4-oxo-chromen-2-yl]cyclopropanecarboxylate